[Ir]=O Iridium-Oxide